methyl 4-((6-morpholino-3-nitropyridin-2-yl)amino)benzoate O1CCN(CC1)C1=CC=C(C(=N1)NC1=CC=C(C(=O)OC)C=C1)[N+](=O)[O-]